FC1=C(N)C=C(C(=C1)OC)OCC1=C(C=CC=2N=CSC21)F 2-fluoro-5-[(6-fluoro-1,3-benzothiazol-7-yl)methoxy]-4-methoxyaniline